ClC(CCCCC(=O)OC1=CC=CC=C1)=O Phenyl 6-chloro-6-oxohexanoate